C1(CCC1)N[C@H]1CN(CC1)C1=CC=C(N=N1)C1=C(C=C(C=C1)C=1C=C(N=NC1)O)O 5-(4-{6-[(3R)-3-(cyclobutylamino)pyrrolidin-1-yl]pyridazin-3-yl}-3-hydroxyphenyl)pyridazin-3-ol